1-(3-(pyridin-4-yl)-1H-1,2,4-triazol-5-yl)-4-(trifluoromethyl)piperidin-2-one N1=CC=C(C=C1)C1=NNC(=N1)N1C(CC(CC1)C(F)(F)F)=O